C(C)(C)(C)OC(N[C@H](C(=O)N)CC1=CC=C(C=C1)[N+](=O)[O-])=O (S)-(1-amino-3-(4-nitrophenyl)-1-oxopropan-2-yl)-carbamic acid tert-butyl ester